[C@H]12CC(C[C@H](CC1)N2)N(C(OCC2=CC=CC=C2)=O)C Benzyl ((1R,3s,5S)-8-Azabicyclo[3.2.1]oct-3-yl)(methyl)carbamate